tert-butyl-4-(2-((1H-indol-5-yl)amino)pyrimidin-4-yl)piperidine-1-carboxylate C(C)(C)(C)OC(=O)N1CCC(CC1)C1=NC(=NC=C1)NC=1C=C2C=CNC2=CC1